tert-Butyl 2-bromopropanoate BrC(C(=O)OC(C)(C)C)C